C(C)(C)(C)OC(NC1CCC2(CC2)CC1)=O spiro[2.5]oct-6-ylcarbamic acid tert-butyl ester